Cl.NCCN(C(C(=O)OC)=O)C1CCCC1 methyl 2-((2-aminoethyl)(cyclopentyl)amino)-2-oxoacetate hydrochloride